ClC=1C=C(C(=NC1)OC)S(=O)(=O)NC1=C(C(=C(C=C1)F)C=1C=CC=2N(C1)C=NC2C2=NC1=C(N2COCC[Si](C)(C)C)CCCC1)F 5-chloro-N-(2,4-difluoro-3-(1-(1-((2-(trimethylsilyl)ethoxy)methyl)-4,5,6,7-tetrahydro-1H-benzo[d]imidazol-2-yl)imidazo[1,5-a]pyridin-6-yl)phenyl)-2-methoxypyridine-3-sulfonamide